Dimethyl (4-(3-cyano-4-methoxyphenyl)thiazol-2-yl)carbonimidodithioate C(#N)C=1C=C(C=CC1OC)C=1N=C(SC1)N=C(SC)SC